COC1=CC=C(CN(S(=O)(=O)[C@@H](C(=O)OCC)CC)CC2=CC=C(C=C2)OC)C=C1 (R)-ETHYL 2-(N,N-BIS(4-METHOXYBENZYL)SULFAMOYL)BUTANOATE